tert-butyl N-tert-butoxycarbonyl-N-[4-[[5-(4-chlorophenoxy)-4-ethyl-3-pyridyl]methyl]-3-fluoro-2-pyridyl]carbamate C(C)(C)(C)OC(=O)N(C(OC(C)(C)C)=O)C1=NC=CC(=C1F)CC=1C=NC=C(C1CC)OC1=CC=C(C=C1)Cl